ClC=1C=C2C(=CNC2=CC1)CCCNS(=O)(=O)C1=CC=C(C=C1)NCCCN1CCNCC1 N-(3-(5-chloro-1H-indol-3-yl)propyl)-4-((3-(piperazin-1-yl)propyl)amino)benzenesulfonamide